C(CCC)C(C(=O)O)CCCCCCC 2-Butylnonanoic acid